tert-butyl N-[5-chloro-4-iodo-6-(trifluoromethyl)-3-pyridyl]carbamate ClC=1C(=C(C=NC1C(F)(F)F)NC(OC(C)(C)C)=O)I